dimethyl-7H-pyrrolo[2,3-d]pyrimidine-6-carboxamide CC=1C2=C(N=C(N1)C)NC(=C2)C(=O)N